4-[3-chlorodibenzo[b,e][1,4]oxazepin-5(11H)-yl]butan-1-amine ClC=1C=CC2=C(N(C3=C(OC2)C=CC=C3)CCCCN)C1